OC(CC)C1=CC(=C(C=N1)C=1C=NC2=CC(=NC=C2C1)C1(CC1)C(=O)N)C {3-[6-(1-hydroxypropyl)-4-methylpyridin-3-yl]-1,6-naphthyridin-7-yl}cyclopropanecarboxamide